N-((3-(cyclobutylmethyl)bicyclo[4.2.0]octa-1(6),2,4-trien-2-yl)carbamoyl)-4-(2-hydroxypropan-2-yl)furan-2-sulfonimidamide C1(CCC1)CC1=C(C=2CCC2C=C1)NC(=O)NS(=O)(=N)C=1OC=C(C1)C(C)(C)O